titanium(IV) diacetate tert-butyl-(S)-(1-cyclopropyl-2-(1H-indol-3-yl)ethyl)carbamate C(C)(C)(C)N(C([O-])=O)[C@@H](CC1=CNC2=CC=CC=C12)C1CC1.C(C)(=O)[O-].C(C)(=O)[O-].[Ti+4]